N=1C(C=C2C1C=C1C=NN=CC1=C2)=O pyrrolo[2,3-g]phthalazin-2-one